4-(cyclopentylamino)-2-((4-(1,1-dioxidoisothiazolidin-2-yl)phenyl)amino)-7H-pyrrolo[2,3-d]pyrimidine-5-carbonitrile C1(CCCC1)NC=1C2=C(N=C(N1)NC1=CC=C(C=C1)N1S(CCC1)(=O)=O)NC=C2C#N